6-amino-4-(oxetan-2-ylmethoxy)nicotinonitrile NC1=NC=C(C#N)C(=C1)OCC1OCC1